[Si](C)(C)(C(C)(C)C)OCC=1C=NN(C1C=1C=CC(=NC1)NC([C@H](C1CCC(CC1)C)NC(OC(C)(C)C)=O)=O)C tert-butyl ((S)-2-((5-(4-(((tert-butyldimethylsilyl)oxy)methyl)-1-methyl-1H-pyrazol-5-yl)pyridin-2-yl)amino)-1-((1r,4S)-4-methylcyclohexyl)-2-oxoethyl)carbamate